5-(1,1-difluoro-2-((1-methoxy-2-methylpropan-2-yl)amino)-2-oxoethyl)-N-(4-fluoro-3-methylphenyl)-1-methyl-1H-pyrrole-3-carboxamide FC(C(=O)NC(COC)(C)C)(F)C1=CC(=CN1C)C(=O)NC1=CC(=C(C=C1)F)C